4,6-dichloro-N-butyl-1,3,5-triazine ClC1=NCN(C(=N1)Cl)CCCC